C1(CC1)C=1N=C(SC1)C1=NC(=CC(=N1)NC1CCC(CC1)(F)F)C 2-(4-cyclopropylthiazol-2-yl)-N-(4,4-difluorocyclohexyl)-6-methylpyrimidin-4-amine